COC1=C(C=C(C=C1)C(CO)O)OC The molecule is an ethanediol that is ethane-1,2-diol in which a hydrogen attached to a carbon is replaced by a 3,4-dimethoxyphenyl group. It is an aromatic ether, a primary alcohol, a secondary alcohol and an ethanediol.